4-(3-(1-methyl-4-(6-methyl-7-oxo-2-(1-(trifluoromethyl)-1H-pyrazol-4-yl)-6,7-dihydro-1H-pyrrolo[2,3-c]pyridin-4-yl)-6-oxo-1,6-dihydropyridin-3-yl)benzyl)piperazine-1-carboxylate CN1C=C(C(=CC1=O)C=1C2=C(C(N(C1)C)=O)NC(=C2)C=2C=NN(C2)C(F)(F)F)C=2C=C(CN1CCN(CC1)C(=O)[O-])C=CC2